5-(4,6-diphenyl-1,3,5-triazin-2-yl)-3,4-bis(benzofuro[2,3-a]carbazole-12-yl)-2-phenylbenzonitrile C1(=CC=CC=C1)C1=NC(=NC(=N1)C1=CC=CC=C1)C=1C(=C(C(=C(C#N)C1)C1=CC=CC=C1)N1C=2C=CC=CC2C=2C=CC3=C(C12)OC1=C3C=CC=C1)N1C=3C=CC=CC3C=3C=CC2=C(C13)OC1=C2C=CC=C1